2,4,7-trimethyloct-2,6-dien-1-ol CC(CO)=CC(CC=C(C)C)C